hexyloctadecyl phosphate P(=O)(OC(CCCCCCCCCCCCCCCCC)CCCCCC)([O-])[O-]